sulfonyl-oxazole S(=O)(=O)=C1OC=CN1